N-butylpyridine bistrifluoromethanesulfonimide salt [N-](S(=O)(=O)C(F)(F)F)S(=O)(=O)C(F)(F)F.C(CCC)N1CC=CC=C1